[Na+].OC(CO)C1OC(C(=C1[O-])O)=O.COC=1C(=CC2=CN(N=C2C1)C1CCNCC1)NC(=O)C1=NC(=CC=C1)C(F)(F)F N-[6-methoxy-2-(4-piperidyl)indazol-5-yl]-6-(trifluoromethyl)pyridine-2-carboxamide 2-(1,2-dihydroxy-ethyl)-4-hydroxy-5-oxo-2,5-dihydro-furan-3-olate sodium